NC=1N(C=2C(=NC=C(C2)C2=CC=CC=C2)N1)C 2-amino-1-methyl-6-phenyl-imidazo[4,5-b]Pyridine